ClC1=CC=CC(=N1)C(CNC(=O)C1=NOC(=C1)C1=NC=C(C=C1F)F)(C)C=1C=NN(C1)C N-[2-(6-chloropyridin-2-yl)-2-(1-methylpyrazol-4-yl)propyl]-5-(3,5-difluoropyridin-2-yl)isoxazole-3-carboxamide